6-bromo-7-(methoxymethoxy)-2-methylchromen-4-one BrC=1C=C2C(C=C(OC2=CC1OCOC)C)=O